C(CCCCCCCCCCCCCCCCC)OC1=CSC=C1 3-Octadecyloxythiophene